C(C=C)(=O)N1C[C@H](C[C@@H]1COC)N1N=C(C(=C1NC)C(=O)N)C#CC1=CC=C2C=C(C=NC2=C1)C 1-((3S,5R)-1-acryloyl-5-(methoxymethyl)pyrrolidin-3-yl)-5-(methylamino)-3-((3-methylquinolin-7-yl)ethynyl)-1H-pyrazole-4-carboxamide